C[C@@H]1N(CCN(C1)C1CO1)C=1C=CC(=NC1)N (S)-5-(2-methyl-4-(oxiran-3-yl)piperazin-1-yl)pyridin-2-amine